6-Chloro-3-(((R)-1-(6-((S)-4-(cyclobutylmethyl)-2-oxooxazolidin-3-yl)-4-methylpyridin-2-yl)ethyl)amino)picolinic acid ClC1=CC=C(C(=N1)C(=O)O)N[C@H](C)C1=NC(=CC(=C1)C)N1C(OC[C@@H]1CC1CCC1)=O